tert-butyl 3-(benzylamino)-7,8-difluoro-3,4-dihydrobenzo[b][1,4]oxaazepine-5(2H)-carboxylate C(C1=CC=CC=C1)NC1CN(C2=C(OC1)C=C(C(=C2)F)F)C(=O)OC(C)(C)C